CC=1C=C(OCCOC2=CC(=CC=C2)C)C=CC1 1,2-bis(3-methyl-phenoxy)-ethane